BrC1=C(C=NC=C1)OC1CCC1 4-bromo-3-cyclobutoxypyridine